C(N)(=S)N(NC(C(=O)OCC)=O)C Ethyl 2-(2-carbamothioyl-2-methylhydrazineyl)-2-oxoacetate